ethyl 1-(3,5-dichlorobenzyl)-5-methyl-1H-1,2,3-triazole-4-carboxylate ClC=1C=C(CN2N=NC(=C2C)C(=O)OCC)C=C(C1)Cl